COC(C(C)(C)C=1C=NC(=CC1)N1CC(N(CC1)C(=O)C1=CC=C2C(=N1)C(CN2C2=CC(=C(C=C2)Cl)F)(C)C)(C)C)=O 2-(6-(4-(1-(4-chloro-3-fluorophenyl)-3,3-dimethyl-2,3-dihydro-1H-pyrrolo[3,2-b]pyridine-5-carbonyl)-3,3-dimethylpiperazin-1-yl)pyridin-3-yl)-2-methylpropanoic acid methyl ester